4-(difluoromethoxy)-N-[(4-ethoxypyridin-3-yl)methyl]-3-fluorobenzamide FC(OC1=C(C=C(C(=O)NCC=2C=NC=CC2OCC)C=C1)F)F